CC(=O)N[C@@H]1[C@H]([C@H]([C@H](O[C@@H]1OP(=O)([O-])OP(=O)([O-])OC[C@@H]2[C@H]([C@H]([C@@H](O2)N3C=CC(=O)NC3=O)O)O)CO)OS(=O)(=O)[O-])O The molecule is a UDP-N-acetyl-D-galactosamine 4-sulfate(4-) in which the anomeric centre of the galactosamine fragment has alpha-configuration It is a conjugate base of an UDP-N-acetyl-alpha-D-galactosamine 4-sulfate.